N1N=CC(=C1)C1=NC=CC(=C1)OC=1C=CC(=NC1C)NC(=O)N1C(C(CC1)(C)C)=O N-(5-((2-(1H-pyrazol-4-yl)pyridin-4-yl)oxy)-6-methylpyridin-2-yl)-3,3-dimethyl-2-oxopyrrolidine-1-carboxamide